FC1=CC=C(C=C1)C1=NN=C(O1)C1CCN(CC1)C(=O)C1=CC=C(C=C1)[C@@]1(C(NC(N1)=O)=O)C(C)C (R)-5-(4-{4-[5-(4-fluorophenyl)-[1,3,4]oxadiazol-2-yl]piperidine-1-carbonyl}phenyl)-5-isopropylimidazolidine-2,4-dione